FC=1C=C(C=NC1)C=1C=C(C=CC1)[C@H](C)N1C(N=CC=C1C=1C=CC2=C(C(=CS2)C)C1)C N-[(1S)-1-[3-(5-fluoropyridin-3-yl)phenyl]ethyl]-2-methyl-6-(3-methyl-1-benzothiophen-5-yl)pyrimidin